Stearolactone C1(CCCCCCCCCCCCCCCCCO1)=O